[4-[6-[(2-ethyl-6-methoxy-3,4-dihydro-1H-isoquinolin-7-yl)amino]pyrazolo[3,4-d]pyrimidin-1-yl]cyclohexyl]methanol C(C)N1CC2=CC(=C(C=C2CC1)OC)NC1=NC=C2C(=N1)N(N=C2)C2CCC(CC2)CO